C(C=C)(=O)N1C2C(N(CC1)C1=NC(N3C4=C(C(=C(C=C14)Cl)C1=C(C=C(C=C1)F)F)SCC3)=O)COC2 7-(4-acryloylhexahydro-furo[3,4-b]pyrazin-1(2H)-yl)-9-chloro-10-(2,4-difluorophenyl)-2,3-dihydro-5H-[1,4]thiazino[2,3,4-ij]quinazolin-5-one